4-cyclopentyl-2-((4-(4,4,5,5-tetramethyl-1,3,2-dioxaborolan-2-yl)-1H-pyrazol-1-yl)methyl)pyrimidine methyl-3-chloro-5-(cyclopropanecarbonyl)benzoate COC(C1=CC(=CC(=C1)C(=O)C1CC1)Cl)=O.C1(CCCC1)C1=NC(=NC=C1)CN1N=CC(=C1)B1OC(C(O1)(C)C)(C)C